C(C1=CC=CC=C1)OCC1CCC(CC1)N1N=C2C=C(C(=CC2=C1)C(=O)OC)OC(C)C methyl 2-[4-(benzyloxymethyl)cyclohexyl]-6-isopropoxy-indazole-5-carboxylate